3-((5-(5-(difluoromethyl)-1,3,4-oxadiazole-2-yl)pyridine-2-yl)methyl)-5-fluoro-6-(4-(oxetan-3-yl)piperazine-1-yl)benzo[d]oxazole-2(3H)-one FC(C1=NN=C(O1)C=1C=CC(=NC1)CN1C(OC2=C1C=C(C(=C2)N2CCN(CC2)C2COC2)F)=O)F